Copper Glycyl-histidine NCC(=O)N[C@@H](CC1=CNC=N1)C(=O)O.[Cu]